(R)-6-chloro-N-(1-methylpiperidin-3-yl)-1,2,4,5-tetraazin-3-amine ClC1=NN=C(N=N1)N[C@H]1CN(CCC1)C